NC1=NNC2=CC=C(C(=C12)C1=C(C=C2C(=NC(=NC2=C1F)OCCN1CCC(CC1)(F)F)N1C[C@H](N(C[C@@H]1C)C(C=C)=O)C)Cl)C 1-((2R,5S)-4-(7-(3-amino-5-methyl-1H-indazol-4-yl)-6-chloro-2-(2-(4,4-difluoropiperidin-1-yl)ethoxy)-8-fluoroquinazolin-4-yl)-2,5-dimethylpiperazin-1-yl)prop-2-en-1-one